6-(2-methylpyrazolo[3,4-b]pyridin-5-yl)-4-(2-oxaspiro[3.3]heptan-6-yl)-2-sulfanyl-3,4-dihydropyridine-3-carbonitrile CN1N=C2N=CC(=CC2=C1)C1=CC(C(C(=N1)S)C#N)C1CC2(COC2)C1